C(=O)(OC(C)(C)C)C(C(=O)O)(C)NC BOC-N-methyl-2-aminopropionic acid